2-Ethynyl-N-(3-(1-methyl-1H-indazol-4-yl)phenethyl)thiazole-4-carboxamide C(#C)C=1SC=C(N1)C(=O)NCCC1=CC(=CC=C1)C1=C2C=NN(C2=CC=C1)C